BrCCCCCC1(OCCO1)CCCCCBr 2,2-bis(5-bromopentyl)-1,3-dioxolane